6-chloro-5-[4-[1-(hydroxymethyl)cyclopropyl]phenyl]-3-[hydroxy(2-thienyl)methylene]indolin-2-one ClC1=C(C=C2C(C(NC2=C1)=O)=C(C=1SC=CC1)O)C1=CC=C(C=C1)C1(CC1)CO